C1(CC1)CC1=C(C(=NN1C=1SC=C(N1)C(=O)O)C1=CC(=C(C=C1)F)C(=O)N1CCOCC1)CC1=CC(=C(C=C1)S(N)(=O)=O)F 2-(5-(cyclopropylmethyl)-3-(4-fluoro-3-(morpholine-4-carbonyl)phenyl)-4-(3-fluoro-4-sulfamoylbenzyl)-1H-pyrazol-1-yl)thiazole-4-carboxylic acid